C(C1=CC=CC=C1)OC=1C=CC(=NC1)I 5-(benzyloxy)-2-iodopyridine